FC1C(C(N(C1)C(=O)N)(CCC=O)C(C)C)(F)F Trifluoroisopropyl-oxopropyl-aminocarbonyl-pyrrolidine